6-methoxyisobenzofuran-1(3H)-one COC1=CC=C2COC(C2=C1)=O